CC1=C(C=CC(=C1)C)C=1C=C2C=NNC(C2=CC1)=O 6-(2,4-dimethylphenyl)phthalazin-1(2H)-one